tert-butyl (4-(4-(((3R,4R)-1-(2-cyanoacetyl)-4-methylpiperidin-3-yl)(methyl) amino)-7H-pyrrolo[2,3-d]pyrimidine-7-carboxamido)butyl)carbamate C(#N)CC(=O)N1C[C@@H]([C@@H](CC1)C)N(C=1C2=C(N=CN1)N(C=C2)C(=O)NCCCCNC(OC(C)(C)C)=O)C